ClC1=C(C=CC=C1C=1C=NC(=CC1)N1C(CN(C2(CC2)C1)C)=O)C1C(NC(CC1)=O)=O 3-(2-chloro-3-(6-(4-methyl-6-oxo-4,7-diazaspiro[2.5]octan-7-yl)pyridin-3-yl)phenyl)piperidine-2,6-dione